(R)-N-(1,1-Dioxidotetrahydrothiophen-3-yl)-8-fluoro-5,6-dihydrobenzo[f]imidazo[1,5-d][1,4]oxazepine-10-carboxamide O=S1(C[C@@H](CC1)NC(=O)C=1C=C(C2=C(C=3N(CCO2)C=NC3)C1)F)=O